2-chloro-4-[[4-[1-ethyl-4-(trifluoromethyl)imidazol-2-yl]phenyl]methoxy]-5-methoxy-pyrimidine ClC1=NC=C(C(=N1)OCC1=CC=C(C=C1)C=1N(C=C(N1)C(F)(F)F)CC)OC